pentan-3-amine HCl salt Cl.CCC(CC)N